FC1=C(C=CC(=C1)OC(F)(F)F)B(O)O 2-FLUORO-4-TRIFLUOROMETHOXYPHENYLBORONIC ACID